2-((2-((2-chloro-3-(3-chloro-2-(3-methoxy-4-((((5-oxopyrrolidin-2-yl)methyl)amino)methyl)phenyl)pyridin-4-yl)phenyl)amino)-3-fluoropyridin-4-yl)methyl)-2,5-diazaspiro[3.4]octan-6-one ClC1=C(C=CC=C1C1=C(C(=NC=C1)C1=CC(=C(C=C1)CNCC1NC(CC1)=O)OC)Cl)NC1=NC=CC(=C1F)CN1CC2(C1)NC(CC2)=O